OC(C(=O)N[C@H](C(=O)N1[C@@H]([C@H]2C([C@H]2C1)(C)C)C(=O)O)C(C)(C)C)(C)C (1R,2S,5S)-3-[(2S)-2-[(2-hydroxy-2-methyl-propanoyl)amino]-3,3-dimethyl-butanoyl]-6,6-dimethyl-3-azabicyclo[3.1.0]hexane-2-carboxylic acid